C(C)(C)(C)OC(N(C1=CC(=CC(=C1)C=1C=C2C=CC=NC2=CC1)C)CC1=NC=C(C(=C1C)OC)C)=O ((4-methoxy-3,5-dimethylpyridin-2-yl)methyl)(3-methyl-5-(quinolin-6-yl)phenyl)carbamic acid tert-butyl ester